(2S)-1-[2-[4-[(3-fluoro-5-quinolyl)oxy]-1-piperidyl]acetyl]pyrrolidine-2-carbonitrile FC=1C=NC2=CC=CC(=C2C1)OC1CCN(CC1)CC(=O)N1[C@@H](CCC1)C#N